tert-butyl (4-chloro-3-((2-methyl-4-(phenoxymethyl)phenyl)carbamoyl)phenyl)carbamate ClC1=C(C=C(C=C1)NC(OC(C)(C)C)=O)C(NC1=C(C=C(C=C1)COC1=CC=CC=C1)C)=O